BrC1=CC=CC2=C1SC(=C2CC)C#CCNC2=CC=C(C=C2)S(=O)(=O)N 4-((3-(7-bromo-3-ethylbenzo[b]thiophen-2-yl)prop-2-yn-1-yl)amino)benzenesulfonamide